(R)-8-cyclopentyl-2-{[1-(cyclopropanecarbonyl)-6-methoxyindol-5-yl]amino}-7-ethyl-5-methyl-7,8-dihydropterin C1(CCCC1)N1C(CN(C=2C(N[C@](NC12)(N)NC=1C=C2C=CN(C2=CC1OC)C(=O)C1CC1)=O)C)CC